O1C(CCC1)CCC(=O)N 3-(tetrahydrofuran-2-yl)propionamide